3-(5-(acetamidomethyl)pyridin-3-yl)-3-(5-(2-(5,6,7,8-tetrahydro-1,8-naphthyridin-2-yl)ethoxy)-1H-indazol-1-yl)propanoic acid C(C)(=O)NCC=1C=C(C=NC1)C(CC(=O)O)N1N=CC2=CC(=CC=C12)OCCC1=NC=2NCCCC2C=C1